methyl 3-bromo-1-cyclopropyl-1H-pyrazole-5-carboxylate BrC1=NN(C(=C1)C(=O)OC)C1CC1